apiuronic acid O=C[C@H](O)C(C(=O)O)(O)CO